C[C@H]1N(CCOC1)C=1C2=C(N=C(N1)C1=C3C(=NC=C1)NC=C3)C(=CS2)C=2C=NC=CC2 (R)-3-methyl-4-(7-(pyridin-3-yl)-2-(1H-pyrrolo[2,3-b]pyridin-4-yl)thieno[3,2-d]pyrimidin-4-yl)morpholine